FC(C)(F)C1=NC=CC(=N1)NC1=CC(=NC=C1C1=NN(N=C1)COC)NC(C)=O N-(4-((2-(1,1-difluoroethyl)pyrimidin-4-yl)amino)-5-(2-(methoxymethyl)-2H-1,2,3-triazol-4-yl)pyridin-2-yl)acetamide